Tert-butyl 3-[[4-[1-(2,6-dioxo-3-piperidyl)-3-methyl-2-oxo-benzimidazol-4-yl]oxy-1-piperidyl] methyl]azetidine-1-carboxylate O=C1NC(CCC1N1C(N(C2=C1C=CC=C2OC2CCN(CC2)CC2CN(C2)C(=O)OC(C)(C)C)C)=O)=O